6-methoxy-2-(4-methylpiperazin-1-yl)-7-(3-(pyrrolidin-1-yl)prop-1-yn-1-yl)-N-(tetrahydro-2H-pyran-4-yl)quinazolin-4-amine COC=1C=C2C(=NC(=NC2=CC1C#CCN1CCCC1)N1CCN(CC1)C)NC1CCOCC1